OCC1=CC(=NC=C1C)C1=C(C#N)C=C(C=C1C)C (4-(hydroxymethyl)-5-methylpyridin-2-yl)-3,5-dimethylbenzonitrile